ClC1=C2C=CC(=NC2=C(C=C1)Cl)NC1=CC2=C(OC(O2)(F)F)C=C1 5,8-dichloro-N-(2,2-difluorobenzo[d][1,3]dioxol-5-yl)quinolin-2-amine